3,N-bis(2-di-butylaminoethyl)-4-butylaminobenzoic acid C(CCC)N(CCC=1C=C(C(=O)O)C=CC1N(CCN(CCCC)CCCC)CCCC)CCCC